CC(=O)N[C@H]1[C@H](O[C@@H]([C@H](C1=O)O)C(=O)O)OP(=O)(O)OP(=O)(O)OC[C@@H]2[C@H]([C@H]([C@@H](O2)N3C=CC(=O)NC3=O)O)O The molecule is a UDP-amino sugar having 2-acetamido-3-amino-2,3-dideoxy-alpha-D-ribo-hex-3-uloseuronic acid as the amino sugar component. It is an UDP-amino sugar and a secondary alpha-hydroxy ketone. It derives from a D-glucuronic acid. It is a conjugate acid of an UDP-2-acetamido-2-deoxy-alpha-D-ribo-hex-3-uluronate(3-).